Methyl-4-(4-(4-methyl-3-(4-(pyridin-3-yl)pyrimidin-2-ylamino)phenyl-carbamoyl)benzyl)piperazin-1-oxid C[N+]1(CCN(CC1)CC1=CC=C(C=C1)C(NC1=CC(=C(C=C1)C)NC1=NC=CC(=N1)C=1C=NC=CC1)=O)[O-]